C(C)(C)(C)C1=CC=C(C=C1)/N=N/C=1C(=NNC1C)C (E)-4-((4-(tert-Butyl)phenyl)diazenyl)-3,5-dimethyl-1H-pyrazole